C(C)(C)(C)OC(=O)N1CC2=CC=CC=C2C[C@H]1C(N(C(C)C)C(C)C)=O (3S)-3-(diisopropylcarbamoyl)-3,4-dihydro-1H-isoquinoline-2-carboxylic acid tert-butyl ester